C(CCC)N1C=NC=C1 3-butylimidazole